1-(4-((4-(2-acetoxy-3-chloropropoxy)-3-chlorophenyl)sulfonyl)-2-chlorophenoxy)-3-methoxypropan-2-yl acetate C(C)(=O)OC(COC1=C(C=C(C=C1)S(=O)(=O)C1=CC(=C(C=C1)OCC(CCl)OC(C)=O)Cl)Cl)COC